1-Cyclopentyl-N1-[2-(methylsulfanyl)-5-[2-(triisopropylsilyl)ethynyl]pyrido[2,3-d]pyrimidin-7-yl]ethane-1,2-diamine C1(CCCC1)C(CN)NC=1C=C(C2=C(N=C(N=C2)SC)N1)C#C[Si](C(C)C)(C(C)C)C(C)C